C(C)(=O)C1=NN(C2=CC=C(C=C12)C(=O)O)CC(=O)N(C(C)C)CC(=O)NC=1C(=C(C=CC1)C1=C(C=CC=C1)Cl)F 3-acetyl-1-(2-((2-(2'-chloro-2-fluorobiphenyl-3-ylamino)-2-oxoethyl)(isopropyl)-amino)-2-oxoethyl)-1H-indazole-5-carboxylic acid